FC(F)(F)SCCCCBr bromobutyl (trifluoromethyl) sulfide